1-{[(2S)-oxetan-2-yl]methyl}-2-{[trans-4-({2-[(4-chlorophenyl)methyl]pyrimidin-4-yl}oxy)cyclohexyl]methyl}-1H-1,3-benzodiazole-6-carboxylic acid O1[C@@H](CC1)CN1C(=NC2=C1C=C(C=C2)C(=O)O)C[C@@H]2CC[C@H](CC2)OC2=NC(=NC=C2)CC2=CC=C(C=C2)Cl